N-(amino(2-(2-hydroxypropan-2-yl)thiazol-5-yl)(oxo)-λ6-sulfaneylidene)-2-(4-chloro-6-cyclopropyl-3-fluoro-2-isopropylphenyl)acetamide NS(=NC(CC1=C(C(=C(C=C1C1CC1)Cl)F)C(C)C)=O)(=O)C1=CN=C(S1)C(C)(C)O